C(C)(=O)OC(CCP(=O)(C)OC)C#N 3-(methoxy (methyl) phosphoryl)-1-cyano-propyl acetate